methyl (R)-4-bromo-3-(N-(4-chloro-5-cyano-2-(2-(pent-4-en-1-yl)piperidin-1-yl)phenyl)sulfamoyl)benzoate BrC1=C(C=C(C(=O)OC)C=C1)S(NC1=C(C=C(C(=C1)C#N)Cl)N1[C@@H](CCCC1)CCCC=C)(=O)=O